3',4',5,7-tetramethoxyflavone COC=1C=C(C=2OC3=CC(=CC(=C3C(C2)=O)OC)OC)C=CC1OC